NCCOCCNC(C1=C(C=C(C=C1)NC=1C=2N(C=CN1)C(=CN2)C=2C(=NN(C2)CCCO)C(F)(F)F)CC)=O N-[2-(2-aminoethoxy)ethyl]-2-ethyl-4-[[3-[1-(3-hydroxypropyl)-3-(trifluoromethyl)pyrazol-4-yl]imidazo[1,2-a]pyrazin-8-yl]amino]benzamide